O[C@@H](CCC1=CC(=C(OC(C(=O)O)(C)C)C(=C1)C)C)C=1C(=NC2=CC=CC=C2C1)OC (S)-2-(4-(3-hydroxy-3-(2-methoxyquinolin-3-yl)propyl)-2,6-dimethylphenoxy)-2-methylpropanoic acid